N-phenyl-2,2-dimethoxy-1-aza-2-silacyclopentane C1(=CC=CC=C1)N1[Si](CCC1)(OC)OC